hexyl 7-(4-(4-(benzo[b]thiophen-4-yl)piperazin-1-yl)butoxy)-2-oxoquinoline-1(2H)-carboxylate S1C2=C(C=C1)C(=CC=C2)N2CCN(CC2)CCCCOC2=CC=C1C=CC(N(C1=C2)C(=O)OCCCCCC)=O